C(C)(C)OC([C@H](CCC(C=[N+]=[N-])=O)NC([C@H](C=1NC=CC1)O)=O)=O.C(C1=CC=CC=C1)OC1=CC=C(C(=O)NNC(N)=S)C=C1 2-(4-(benzyloxy)benzoyl)hydrazine-1-thiocarboxamide isopropyl-(S)-6-diazo-2-((S)-2-hydroxy-2-(1H-pyrrol-2-yl)acetamido)-5-oxohexanoate